C1(=CC=CC=C1)C12CC(C1)(C2)C(=O)N 3-phenylbicyclo[1.1.1]pentane-1-carboxamide